5-{4-[(4-chlorophenyl)methyl]-5-methyl-4H-pyrazol-3-yl}-1H-indazole ClC1=CC=C(C=C1)CC1C(=NN=C1C)C=1C=C2C=NNC2=CC1